N(=C=O)CCC=C(C(=O)O)C.C(C(=C)C)(=O)O[N+]#[C-] isocyano methacrylate (2-isocyanatoethyl methacrylate)